FC1=CC=C(C=C1)C1=C(C=CC(=N1)C(=O)OC)OC Methyl 6-(4-fluorophenyl)-5-methoxypicolinate